C(#N)CC(C(=O)OC)C=1C=NC=CC1 Methyl 3-cyano-2-(pyridin-3-yl)propanoate